C(=O)(O)C=1C(=C(C=CC1)C(C)C1=C(C(=CC=C1)C(=O)O)C(=O)O)C(=O)O bis(dicarboxyphenyl)ethane